CC=1C=CC=C2C=CN(C12)C=1C=C2C=C(N=CC2=CC1)CN1CCN(CC1)C 7-methyl-N-(3-((4-methylpiperazin-1-yl)methyl)isoquinolin-6-yl)-1H-indole